bis(trifluoromethyl) trisulfide FC(F)(F)SSSC(F)(F)F